3-(5-(((S)-1-ethyl-3,3-dimethylpiperidin-2-yl)methoxy)-1-oxoisoindolin-2-yl)piperidine-2,6-dione C(C)N1[C@@H](C(CCC1)(C)C)COC=1C=C2CN(C(C2=CC1)=O)C1C(NC(CC1)=O)=O